4-((4'-chloro-2-(cyclopentylmethoxy)-[1,1'-biphenyl]-4-yl)oxy)-1H-1,2,3-triazole-5-carboxylic acid ClC1=CC=C(C=C1)C1=C(C=C(C=C1)OC=1N=NNC1C(=O)O)OCC1CCCC1